5-ethyl-9,13-dimethyltetradecan-2-one C(C)C(CCC(C)=O)CCCC(CCCC(C)C)C